NC1=C(C=NN1C=1C=NC(=CC1C)OC1=C(C=CC=C1F)F)C(=O)C1=CC2=C(C=C3C(=N2)CCN(C3)CCO)N1 (5-amino-1-{6-[(2,6-difluorophenyl)oxy]-4-methylpyridin-3-yl}pyrazol-4-yl)[7-(2-hydroxyethyl)-5,6,7,8-tetrahydro-1H-pyrrolo[2,3-e]pyrido[4,3-b]pyridin-2-yl]methanone